N-(6-((3R,5R)-3,5-dimethylpiperidin-1-yl)pyridin-3-yl)-7-fluoro-2-methyl-4-oxo-3,4-dihydroquinazoline-6-sulfonamide C[C@H]1CN(C[C@@H](C1)C)C1=CC=C(C=N1)NS(=O)(=O)C=1C=C2C(NC(=NC2=CC1F)C)=O